C(C)(C)OC1=CC(=NC=C1)C=1N=C(SC1)NC1=C(C=C(C=N1)N(C(OC(C)(C)C)=O)C)C(F)(F)F Tert-butyl (6-((4-(4-isopropoxypyridin-2-yl)thiazol-2-yl)amino)-5-(trifluoromethyl)pyridin-3-yl)(methyl)carbamate